ethyl 3-[1-(tert-butoxycarbonylamino)cyclopropyl]propanoate C(C)(C)(C)OC(=O)NC1(CC1)CCC(=O)OCC